C(C)(C)N1CCN(CC1)C1=CC=C(C=C1)C1=CC2=C(C(=N1)C(C)(C)O)C=C(N2C)C2=CC=C(C=C2)S(=O)(=O)C 2-[6-[4-(4-isopropylpiperazin-1-yl)phenyl]-1-methyl-2-(4-methylsulfonylphenyl)pyrrolo[3,2-c]pyridin-4-yl]propan-2-ol